N[C@H]1CS(C2=C(N(C1=O)CC1=CC=C(C=C1)Cl)C=C(C=C2)C=2OC(=NN2)N2CC(OCC2)C(F)(F)F)(=O)=O (3R)-3-amino-5-[(4-chlorophenyl)methyl]-1,1-dioxo-7-[5-[2-(trifluoromethyl)morpholin-4-yl]-1,3,4-oxadiazol-2-yl]-2,3-dihydro-1λ6,5-benzothiazepin-4-one